[Na+].CC1=NOC(=N1)C(=O)[O-] 3-methyl-1,2,4-oxadiazole-5-carboxylic acid sodium salt